C(#N)C(C)(C)C=1N=C2N(C=C(C(=C2)OCC)C(=O)NC2=NC(=CC=C2)C(F)F)C1 2-(1-cyano-1-methyl-ethyl)-N-[6-(difluoromethyl)-2-pyridyl]-7-ethoxy-imidazo[1,2-a]pyridine-6-carboxamide